Methyl 5-(8-(3-(methylcarbamoyl)pyrazolo[1,5-a]pyrimidin-5-yl)isoquinolin-3-yl)picolinate CNC(=O)C=1C=NN2C1N=C(C=C2)C=2C=CC=C1C=C(N=CC21)C=2C=CC(=NC2)C(=O)OC